{6-Fluoro-5-[5-(1-piperidin-4-yl-1H-pyrazol-4-yl)-1H-pyrrolo[2,3-b]pyridin-3-ylmethyl]-pyridin-2-yl}-(4-trifluoromethyl-pyridin-3-ylmethyl)-amine FC1=C(C=CC(=N1)NCC=1C=NC=CC1C(F)(F)F)CC1=CNC2=NC=C(C=C21)C=2C=NN(C2)C2CCNCC2